C(#N)C1=CC(=C(OCC2CN(C(O2)C(F)(F)F)C2=CC(=C(C#N)C=C2)C(F)(F)F)C=C1)F 4-(5-((4-Cyano-2-fluorophenoxy)methyl)-2-(trifluoromethyl)oxazolidin-3-yl)-2-(trifluoromethyl)benzonitril